N-Cbz-L-aspartic acid anhydride C(=O)(OCC1=CC=CC=C1)N[C@H]1CC(=O)OC1=O